5-chloro-1-(8-fluoro-3-quinolyl)-3,4,6-trimethyl-3,4-dihydroisoquinoline ClC1=C2C(C(N=C(C2=CC=C1C)C=1C=NC2=C(C=CC=C2C1)F)C)C